7',8'-Dihydro-7'-apo-β-caroten-8'-one CC1=C(C(CCC1)(C)C)/C=C/C(=C\C=C\C(=C\C=C/C=C(\C)/C=C/C=C(\C)/C(=O)C)\C)/C